ethyl 1-(4-(cyanomethyl)benzyl)-1H-imidazole-4-carboxylate C(#N)CC1=CC=C(CN2C=NC(=C2)C(=O)OCC)C=C1